NC=1C(=NC=C(C1NC(C)C)C#C[Si](C)(C)C(C)(C)C)C1=C(C=C(C#N)C=C1)F 4-[3-amino-5-[2-[tert-butyl(dimethyl)silyl]ethynyl]-4-(isopropylamino)-pyridin-2-yl]-3-fluoro-benzonitrile